CC1(C(C(CCC1)=CC1=CC=CC=C1)C(C=CC)=O)C 1-(2,2-dimethyl-6-benzylidenecyclohexyl)-2-buten-1-one